2-(4-(1-(2-acryloyl-2-azaspiro[3.3]heptan-6-yl)-4-(5-chloro-6-methyl-1H-indazol-4-yl)-5-methyl-1H-pyrazol-3-yl)phenoxy)ethyl acetate C(C)(=O)OCCOC1=CC=C(C=C1)C1=NN(C(=C1C1=C2C=NNC2=CC(=C1Cl)C)C)C1CC2(CN(C2)C(C=C)=O)C1